(1S,3R)-N-(5-chloro-4-(7-fluoro-3-isopropyl-2-methyl-2H-indazol-5-yl)pyridin-2-yl)-3-(1-fluorocyclopropane-1-carboxamido)cyclohexane-1-carboxamide ClC=1C(=CC(=NC1)NC(=O)[C@@H]1C[C@@H](CCC1)NC(=O)C1(CC1)F)C1=CC2=C(N(N=C2C(=C1)F)C)C(C)C